[Se-2].[Na+].[Na+] sodium-selenide